C(C)N(S(=O)(=O)NC=1C(=C(C(=O)C2=CNC3=NC=CC=C32)C(=CC1)F)C)C 3-[3-[[ethyl(methyl)sulfamoyl]amino]-6-fluoro-2-methyl-benzoyl]-1H-pyrrolo[2,3-b]pyridine